O1C=C(C=C1)C=CC(=O)NC1=CC=CC=C1 3-(furan-3-yl)-N-phenylacrylamide